2-[(3S,4S)-4-amino-3-methyl-2-oxa-8-azaspiro[4.5]decan-8-yl]-5-(4-chloro-7-fluoro-2-methyl-2H-indazol-5-yl)-3-methyl-3H,4H,7H-pyrrolo[2,3-d]pyrimidin-4-one N[C@@H]1[C@@H](OCC12CCN(CC2)C=2N(C(C1=C(N2)NC=C1C1=C(C2=CN(N=C2C(=C1)F)C)Cl)=O)C)C